N-[(15aS,16R)-9,9,17,17,20-Pentafluoro-7-methyl-1-oxo-2,3,15a,16,17,18-hexahydro-1H,9H,15H-4,8-(azeno)-14,10-(metheno)pyrrolo[1,2-c][1,3]diazacycloheptadecin-16-yl]ethanesulfonamide FC1(C=2C=CC=C(C[C@@H]3N(C(NCC=4C=CC(=C1N4)C)=O)CC([C@@H]3NS(=O)(=O)CC)(F)F)C2F)F